FC(C=1C(=NC(=NC1)NC1CCN(CC1)C(=O)OC(C)(C)C)[Sn](C)(C)C)(F)F Tert-butyl 4-((5-(trifluoromethyl)-4-(trimethylstannyl)pyrimidin-2-yl)amino)piperidine-1-carboxylate